BrC=1C=C(C=C2CCC[C@@H](C12)N1C[C@@H](CC1)NC(OC(C)(C)C)=O)Cl tert-butyl ((R)-1-((S)-8-bromo-6-chloro-1,2,3,4-tetrahydronaphthalen-1-yl)pyrrolidin-3-yl)carbamate